3-(5,6,7,8-tetrahydro-4H-pyrazolo[1,5-a][1,4]diazepin-2-yl)propanamide N1=C(C=C2N1CCCNC2)CCC(=O)N